2-amino-3-(indolyl)propionic acid NC(C(=O)O)CC=1NC2=CC=CC=C2C1